2,2'-bis(trifluoromethylphenyl)-4,3'-Diaminobiphenyl FC(F)(F)C1=C(C=CC=C1)C1=C(C=CC(=C1)N)C1=C(C(=CC=C1)N)C1=C(C=CC=C1)C(F)(F)F